BrC1=NC(=C(C=C1N)OC)OC 2-bromo-5,6-dimethoxy-pyridin-3-amine